NN1C(=NC(=C1C(N)=O)C1=CC=C(C=C1)C(NC1=NC=CC(=C1)Cl)=O)[C@H]1N(CCCC1)C(=O)OC(C)(C)C tert-butyl (S)-2-(1-amino-5-carbamoyl-4-(4-((4-chloropyridin-2-yl)carbamoyl)phenyl)-1H-imidazol-2-yl)piperidine-1-carboxylate